1-[(4aR,8aS)-3,4,4a,5,6,7,8,8a-Octahydro-2H-quinolin-1-yl]-2-[cyclopropyl-[(2,4-dimethoxyphenyl)methyl]amino]-3-methylsulfonyl-propan-1-one N1(CCC[C@H]2CCCC[C@H]12)C(C(CS(=O)(=O)C)N(CC1=C(C=C(C=C1)OC)OC)C1CC1)=O